C1(CCCC1)C1=CC(=C2C=CC=NC2=C1)C1(CC1)C=1C(=C(C(=O)N)C=C(C1)OCC1N(CC1)C)C (1-(7-Cyclopentylquinolin-5-yl)cyclopropyl)-2-methyl-5-((1-methylazetidin-2-yl)methoxy)benzamide